NC1CN(C1)CC1CN(C1)C(=O)OC(C)(C)C tert-butyl 3-((3-aminoazetidin-1-yl)methyl)azetidine-1-carboxylate